FC(OC=1C=CC(=C2C(=NN(C12)CC#C)NC(C1=CC=C(C=C1)F)=O)C)F N-(7-(difluoromethoxy)-4-methyl-1-(prop-2-yn-1-yl)-1H-indazol-3-yl)-4-fluorobenzamide